C1(CC1)CN1C2=NC=NC(=C2N=C1)OC1=CC=C(C=C1)NC(=S)NC(C1=C(C=CC=C1)C(F)(F)F)=O N-((4-((9-(cyclopropylmethyl)-9H-purin-6-yl)oxy)phenyl)carbamothioyl)-2-(trifluoromethyl)benzamide